2-(1-benzothien-2-yl)-6,8-dimethylquinazoline-4-carbonitrile S1C(=CC2=C1C=CC=C2)C2=NC1=C(C=C(C=C1C(=N2)C#N)C)C